(S)-1-(6-((trimethylsilyl)ethynyl)pyrimidin-3-yl)ethan-1-amine C[Si](C)(C)C#CC=1C=CN(CN1)[C@@H](C)N